(1,3-dihydroisobenzofuran-5-yl)methanol C1OCC2=CC(=CC=C12)CO